2-(3,5-dimethoxyphenyl)-1H-benzimidazol-5-amine COC=1C=C(C=C(C1)OC)C1=NC2=C(N1)C=CC(=C2)N